2-(3-cyanobicyclo[1.1.1]pent-1-yl)-N-(1-cyclopropyl-2-oxo-1,2-dihydropyridin-3-yl)-7-isopropoxylimidazo[1,2-a]pyridine-6-carboxamide C(#N)C12CC(C1)(C2)C=2N=C1N(C=C(C(=C1)OC(C)C)C(=O)NC=1C(N(C=CC1)C1CC1)=O)C2